(heptafluoronaphthalen-2-yl) borate B(OC1=C(C2=C(C(=C(C(=C2C(=C1F)F)F)F)F)F)F)([O-])[O-]